5-Chloro-3-(5-methylisoxazol-3-yl)-1-(pyridin-2-yl)-1H-pyrazole-4-carbaldehyde ClC1=C(C(=NN1C1=NC=CC=C1)C1=NOC(=C1)C)C=O